imidazoleacetamide N1C(=NC=C1)CC(=O)N